N-[3-[5-(6-chloro-3-pyridyl)thiazol-2-yl]-1-bicyclo[1.1.1]pentanyl]-5-(1-methylsulfonylcyclopropyl)furan-2-carboxamide ClC1=CC=C(C=N1)C1=CN=C(S1)C12CC(C1)(C2)NC(=O)C=2OC(=CC2)C2(CC2)S(=O)(=O)C